BrC1=CC=C(OC[C@@H](C)O)C=C1 (2R)-1-(4-bromophenoxy)propan-2-ol